N[C@@H](CCC(=O)OC)C1=CC=C(C=C1)Cl methyl (4S)-4-amino-4-(4-chlorophenyl)butanoate